bis(4-amino-3-methyl-cyclohexyl)-methane NC1C(CC(CC1)CC1CC(C(CC1)N)C)C